CN1C(N(CC1)C1CC2CN(C1CC2)C=2N=NC(=C(N2)NC2=CC=C(C=C2)C2CCNCC2)C(=O)N)=O (6-(3-methyl-2-oxoimidazolin-1-yl)-2-azabicyclo[2.2.2]octan-2-yl)-5-((4-(piperidin-4-yl)phenyl)amino)-1,2,4-triazine-6-carboxamide